(N-ethyl perfluorooctanesulfonamido)ethyl acrylate C(C=C)(=O)OCCN(S(=O)(=O)C(C(C(C(C(C(C(C(F)(F)F)(F)F)(F)F)(F)F)(F)F)(F)F)(F)F)(F)F)CC